2-{6-[(1s,6r)-3,8-diazabicyclo[4.2.0]oct-8-yl][1,3]thiazolo[4,5-c]pyridazin-3-yl}-5-(1H-pyrazol-4-yl)phenol trifluoroacetate FC(C(=O)O)(F)F.[C@H]12CNCC[C@@H]2CN1C=1SC2=C(N=NC(=C2)C2=C(C=C(C=C2)C=2C=NNC2)O)N1